4-Methyl-2-(2-(2-oxo-3,4-dihydroquinolin-1(2H)-yl)acetamido)-thiophene-3-carboxamide CC=1C(=C(SC1)NC(CN1C(CCC2=CC=CC=C12)=O)=O)C(=O)N